(S)-5'-(3-aminopyrrolidine-1-carbonyl)-2'-(7-chloro-6-fluoro-1-((1-hydroxycyclobutyl)methyl)-1H-benzo[d][1,2,3]triazol-5-yl)-3-fluoro-[1,1'-biphenyl]-4-carbonitrile N[C@@H]1CN(CC1)C(=O)C=1C=CC(=C(C1)C1=CC(=C(C=C1)C#N)F)C1=CC2=C(N(N=N2)CC2(CCC2)O)C(=C1F)Cl